NC1=NC=C(C=C1OC(C)C1=CC(=C(C(=O)N)C=C1)CCC1=CC(=CC=C1)O)C1=CC=C(C=C1)C(=O)N1CCC(CC1)N1CCCC1 4-(1-{2-amino-5-[4-(4-pyrrolidin-1-yl-piperidine-1-carbonyl)-phenyl]-pyridin-3-yloxy}-ethyl)-[2-(3-hydroxy-phenyl)-ethyl]-benzamide